C(C1=CC=CC=C1)N1C2=C(SCC1=O)C=C(C=C2)C(=O)NC2=CC=C1C=CNC1=C2 4-benzyl-N-(1H-indol-6-yl)-3-oxo-3,4-dihydro-2H-benzo[b][1,4]thiazine-7-carboxamide